C(C)(C)OC1=CC=C(C=C1)C(F)(F)F 1-isopropoxy-4-(trifluoromethyl)benzene